((S)-3-(benzo[d][1,3]dioxol-4-yl)-2-(dimethylamino)propyl)-3-((R)-1-phenylpropyl)urea O1COC2=C1C=CC=C2C[C@@H](CNC(=O)N[C@H](CC)C2=CC=CC=C2)N(C)C